OC[C@H](C1=CC=CC=C1)NC1=NC(=NC=C1C1=NC(=NN1)C(F)(F)F)NC=1C=C2C(CCS(C2=CC1)(=O)=O)O 6-[[4-[[(1S)-2-hydroxy-1-phenyl-ethyl]amino]-5-[3-(trifluoromethyl)-1H-1,2,4-triazol-5-yl]pyrimidin-2-yl]amino]-1,1-dioxo-3,4-dihydro-2H-thiochromen-4-ol